2,2-bis{[3-(dodecylthio)-1-oxopropoxy]methyl}propane-1,3-diylbis[3-(dodecylthio)propionate] C(CCCCCCCCCCC)SCCC(OCC(CC(C(=O)[O-])CSCCCCCCCCCCCC)(CC(C(=O)[O-])CSCCCCCCCCCCCC)COC(CCSCCCCCCCCCCCC)=O)=O